5-benzyl-3-furylmethyl (E)-(1R,3S)-2,2-dimethyl-3-(2-oxothiolan-3-ylidenemethyl)cyclopropanecarboxylate CC1([C@@H]([C@@H]1/C=C\1/C(SCC1)=O)C(=O)OCC1=COC(=C1)CC1=CC=CC=C1)C